C12C(CC3=CC=CC=C13)S2 indene sulfide